C(C(C)C)(=O)OC1=CC=C(C(=C1)O)CC 4-ethyl-5-hydroxyphenyl isobutyrate